(1-(5-bromo-4-cyano-7H-pyrrolo[2,3-d]pyrimidin-2-yl)-4-(2-fluorophenyl)piperidin-4-yl)carbamate BrC1=CNC=2N=C(N=C(C21)C#N)N2CCC(CC2)(C2=C(C=CC=C2)F)NC([O-])=O